1-hydroxyethyl-2,3-dimethyl-imidazole chloride salt [Cl-].OC(C)C=1N(C(=NC1)C)C